10-[4-(4-tert-butoxycarbonyl-3-cyclopentyl-phenyl)quinazolin-7-yl]oxodecanoic acid C(C)(C)(C)OC(=O)C1=C(C=C(C=C1)C1=NC=NC2=CC(=CC=C12)CCCCCCCCC(C(=O)O)=O)C1CCCC1